1-(benzenesulfonyl)-3-(1-(benzenesulfonyl)-1H-imidazol-2-yl)-1H-indole C1(=CC=CC=C1)S(=O)(=O)N1C=C(C2=CC=CC=C12)C=1N(C=CN1)S(=O)(=O)C1=CC=CC=C1